C=C1NCCC1 (S)-2-methylenetetrahydro-1H-pyrrole